BrC1=C(C=O)C(=CC(=C1)OCOC)Cl 2-bromo-6-chloro-4-(methoxymethoxy)benzaldehyde